8-((3S,5S)-3,5-dimethylpiperazin-1-yl)-2-methyl-N-(1-methylcyclopropyl)-4-(pyrrolidin-1-yl)quinazoline-6-sulfonamide C[C@H]1CN(C[C@@H](N1)C)C=1C=C(C=C2C(=NC(=NC12)C)N1CCCC1)S(=O)(=O)NC1(CC1)C